ClC=1C=C(C(=O)C(C)(C)C=2N=NN(C2)[C@H](C(=O)O)CC2=CC(=CC=C2)C2=CC=CC=3OC(OC32)(F)F)C=C(C1)Cl (S)-2-(4-(2-(3,5-dichlorobenzoyl)propan-2-yl)-1H-1,2,3-triazol-1-yl)-3-(3-(2,2-difluorobenzo[d][1,3]dioxolan-4-yl)phenyl)propanoic acid